6-(pyrrolidin-3-yloxy)-2-thieno[2,3-c]pyridin-5-yl-3H-quinazolin-4-one N1CC(CC1)OC=1C=C2C(NC(=NC2=CC1)C=1C=C2C(=CN1)SC=C2)=O